1-(4-fluorophenyl)-6-methyl-5-(3-((2-methyl-2H-1,2,3-triazol-4-yl)sulfonyl)-6-((pyridin-2-yloxy)methyl)-3-azabicyclo[3.1.0]hexan-1-yl)-1H-indazole FC1=CC=C(C=C1)N1N=CC2=CC(=C(C=C12)C)C12CN(CC2C1COC1=NC=CC=C1)S(=O)(=O)C1=NN(N=C1)C